N-((1r,2r)-2-amino-1,2-diphenylethyl)-2,3,4,5,6-pentafluorobenzenesulfonamide N[C@@H]([C@@H](C1=CC=CC=C1)NS(=O)(=O)C1=C(C(=C(C(=C1F)F)F)F)F)C1=CC=CC=C1